((S)-1-{(S)-1-[3-(3-dimethylamino-propylcarbamoyl)-4-hydroxymethyl-phenylcarbamoyl]-4-ureido-butylcarbamoyl}-2-methyl-propyl)-carbamic acid allyl ester C(C=C)OC(N[C@@H](C(C)C)C(N[C@@H](CCCNC(=O)N)C(NC1=CC(=C(C=C1)CO)C(NCCCN(C)C)=O)=O)=O)=O